2-(dimethoxymethyl)-7-(2-fluoro-3-methoxyphenyl)-7-azaspiro[3.5]nonane COC(C1CC2(C1)CCN(CC2)C2=C(C(=CC=C2)OC)F)OC